3-[(4-chlorophenyl)methyl]-2-hydroxy-1-methyl-2-(1H-1,2,4-triazol-1-ylmethyl)cyclopentane-1-carboxylic acid methyl ester COC(=O)C1(C(C(CC1)CC1=CC=C(C=C1)Cl)(CN1N=CN=C1)O)C